3-(7-fluoroquinolin-8-yl)pyridine-2,6-diamine FC1=CC=C2C=CC=NC2=C1C=1C(=NC(=CC1)N)N